S1C=NC2=C1C=C(C=C2)NC2=NC=NC1=CC(=CC(=C21)O[C@@H](C(CO)CN(C)C)C)Br |r| rac-(3R)-3-((4-(benzo[d]thiazol-6-ylamino)-7-bromoquinazolin-5-yl)oxy)-2-((dimethylamino)methyl)butan-1-ol